3-(2,3,5,6-tetrachlorophenyl)thiourea ClC1=C(C(=C(C=C1Cl)Cl)Cl)NC(N)=S